[Si](C)(C)(C(C)(C)C)O[C@H]1C[C@@H](O[C@]1(C(C)O)CO[Si](C)(C)C(C)(C)C)N1CNCC=C1 1-[(2R,4S,5S)-4-[(tert-butyldimethylsilyl)oxy]-5-{[(tertbutyldimethylsilyl)oxy]methyl}-5-(1-hydroxyethyl)oxolan-2-yl]-3H-pyrimidine